(S)-(3-(isobutylamino)pyrrolidin-1-yl)(4-(pyridin-2-ylmethyl)-3,4-dihydroquinoxaline-1(2H)-yl)methanone oxalic acid salt C(C(=O)O)(=O)O.C(C(C)C)N[C@@H]1CN(CC1)C(=O)N1CCN(C2=CC=CC=C12)CC1=NC=CC=C1